n-triacontaneamine C(CCCCCCCCCCCCCCCCCCCCCCCCCCCCC)N